ClC1=CC=C2\C(\C(NC2=C1)=O)=C/C1=C(C(=CC=C1)Cl)F (3E)-6-chloro-3-[(3-chloro-2-fluoro-phenyl)methylene]indolin-2-one